3-amino-4-(7-fluoro-1H-indazol-4-yl)-6-(2-methylpropyl)-1H-1,7-phenanthrolin-2-one NC=1C(NC2=C3C=CC=NC3=C(C=C2C1C1=C2C=NNC2=C(C=C1)F)CC(C)C)=O